C1(CC1)S(=O)(=O)NC1=NC=CC(=N1)C(C(=O)NC1=NC=C(C=C1)C1=NC(=CN=C1)C1CC1)(CC)F 2-(2-(cyclopropanesulfonamido)pyrimidin-4-yl)-N-(5-(6-cyclopropylpyrazin-2-yl)pyridin-2-yl)-2-fluorobutanamide